(2S)-3-methyl-2-(3-methyl-2-oxo-imidazolidin-1-yl)butanoic acid CC([C@@H](C(=O)O)N1C(N(CC1)C)=O)C